3-(6-chloro-4-methoxypyridazin-3-yl)cyclobutan-1-ol ClC1=CC(=C(N=N1)C1CC(C1)O)OC